tert-butyl 4-[(R)-[5-chloro-4-fluoro-2-(prop-2-en-1-yloxy)phenyl]([[(S)-2-methylpropane-2-sulfinyl]amino])methyl]piperidine-1-carboxylate ClC=1C(=CC(=C(C1)[C@@H](C1CCN(CC1)C(=O)OC(C)(C)C)N[S@@](=O)C(C)(C)C)OCC=C)F